ClC1=C(C=C(C(=C1)OCC)Cl)CS(=O)(=O)C1=NOC(C1)(C)C 3-[(2,5-dichloro-4-ethoxyphenyl)methylsulfonyl]-5,5-dimethyl-4H-1,2-oxazole